N1C=C(C2=CC=CC=C12)C1=CC(=C(C(O1)=O)C#N)SC 6-(1H-indol-3-yl)-4-(methylthio)-2-oxo-2H-pyran-3-carbonitrile